COC(=O)C1=CC=C2C(=N1)NCN2C[C@H]2OCC2 1-(((S)-oxetan-2-yl)methyl)-3H-imidazo[4,5-b]Pyridine-5-carboxylic acid methyl ester